[K].[N+](=O)([O-])C(C(=O)NN)[N+](=O)[O-] 2,2-dinitroacetic acid hydrazide potassium salt